C1(=CC=CC=C1)N1N=C(N=C1C1=CC=CC=C1)C(=O)N1CCN(CC1)C(C)=O 1-(4-(1,5-diphenyl-1H-1,2,4-triazole-3-carbonyl)piperazin-1-yl)ethan-1-one